3,3'-nonamethylenebis(5-amino-1,2,4-triazole) NC1=NC(=NN1)CCCCCCCCCC1=NNC(=N1)N